3-(3-(4-(Chloromethyl)phenyl)-5-(2-(methyl-d3)-2H-1,2,3-triazol-4-yl)-3H-imidazo[4,5-b]pyridin-2-yl)pyridin-2-amine ClCC1=CC=C(C=C1)N1C(=NC=2C1=NC(=CC2)C2=NN(N=C2)C([2H])([2H])[2H])C=2C(=NC=CC2)N